5-((3-(4-((((2-Chloro-[1,1'-biphenyl]-4-yl)methyl)amino)methyl)-1H-1,2,3-triazol-1-yl)propyl)amino)benzo[c][2,6]naphthyridine-8-carboxamide ClC1=C(C=CC(=C1)CNCC=1N=NN(C1)CCCNC1=NC2=C(C3=CN=CC=C13)C=CC(=C2)C(=O)N)C2=CC=CC=C2